4-oxo-2-thia-1,3,8-triazaspiro[4.5]decane-8-carboxylic acid tert-butyl ester 2,2-dioxide C(C)(C)(C)OC(=O)N1CCC2(C(NS(N2)(=O)=O)=O)CC1